O=C1N(C(C2=CC=CC=C12)=O)OC(C(CC1OCCO1)(C)C)=O 3-(1,3-dioxolan-2-yl)-2,2-dimethylpropionic acid 1,3-dioxoisoindolin-2-yl ester